OC1=C(C=C(C(=O)NCCNC(CN2CCNCCNCCNCC2)=O)C=C1)OC 10-(2-((2-(4-hydroxy-3-methoxybenzamido)ethyl)amino)-2-oxoethyl)-1,4,7,10-tetraazacyclododecane